1-(3-methoxyphenyl)cyclobutan-1-ol COC=1C=C(C=CC1)C1(CCC1)O